(2S)-2-[[(3R)-5-chloro-8-hydroxy-3-methyl-1-oxo-3,4-dihydroisochromene-7-carbonyl]amino]-3-(2,3,4,5,6-pentadeuteriophenyl)propanoic acid ClC1=C2C[C@H](OC(C2=C(C(=C1)C(=O)N[C@H](C(=O)O)CC1=C(C(=C(C(=C1[2H])[2H])[2H])[2H])[2H])O)=O)C